COC1=C(C=C2C=NC=NC2=C1)OCCCN1CCOCC1 7-methoxy-6-[3-(4-morpholinyl)propoxy]quinazoline